(3-iodo-1,4,6,7-tetrahydropyrazolo[4,3-c]pyridin-5-yl)ethanone IC1=NNC2=C1CN(CC2)C(C)=O